FC1=C(C=C(C(C(=O)O)=C1)N)NC(C)C 5-fluoro-4-(isopropylamino)anthranilic acid